iso-pentyl-amine C(CC(C)C)N